dicarboxyl-chloroporphine C(=O)(O)N1C=2C=CC1=CC=1C=CC(=CC3=CC(=C(N3C(=O)O)C=C3C=CC(C2)=N3)Cl)N1